(R,E)-N-(1-(3,4-dimethoxyphenyl)ethyl)-3-(5-(4-(2-(dimethylamino)ethoxy)phenyl)-1H-pyrrolo[2,3-b]pyridin-3-yl)acrylamide COC=1C=C(C=CC1OC)[C@@H](C)NC(\C=C\C1=CNC2=NC=C(C=C21)C2=CC=C(C=C2)OCCN(C)C)=O